CN1[C@@H](CCC1)COC1=NC=CC(=C1)C1=CNC2=C1C(NCC2)=O 3-{[(2S)-1-methylpyrrolidin-2-yl]methoxylpyridin-4-yl}-1,5,6,7-tetrahydro-4H-pyrrolo[3,2-c]pyridin-4-one